NC1=C2NC(N(C2=NC(=N1)OCCCC)CC=1C=NC(=CC1)CN(CCOCCOCCOCCOCCO)C)=O 6-amino-2-butoxy-9-{[6-(16-hydroxy-2-methyl-5,8,11,14-tetraoxa-2-azahexadecan-1-yl)pyridin-3-yl]methyl}-7,9-dihydro-8H-purin-8-one